sodium (2R,3S,5R)-5-(4-amino-2-oxopyrimidin-1(2H)-yl)-3-hydroxytetrahydrofuran 2-methyl-butyl-phosphate CC(COP(=O)([O-])[O-])CC.NC1=NC(N(C=C1)[C@H]1C[C@@H](CO1)O)=O.[Na+].[Na+]